CC(CC1=CC(=NN1)N)C 5-(2-methylpropyl)-1H-pyrazol-3-amine